3-hydroxy-2,3-dihydro-1-benzofuran-7-sulfonamide OC1COC2=C1C=CC=C2S(=O)(=O)N